N-(1,1-dimethylsilinan-4-yl)-5-(3-pyridyl)-1H-pyrrolo[2,3-b]pyridine-2-carboxamide C[Si]1(CCC(CC1)NC(=O)C1=CC=2C(=NC=C(C2)C=2C=NC=CC2)N1)C